(S)-N-(5-(2-acetamidoimidazo[1,2-b]pyridazin-6-yl)-2-methylpyridin-3-yl)-3-phenylisoxazolidine-2-carboxamide C(C)(=O)NC=1N=C2N(N=C(C=C2)C=2C=C(C(=NC2)C)NC(=O)N2OCC[C@H]2C2=CC=CC=C2)C1